C(#N)CC(=O)N(NC([C@H](CC(C)C)NC(=O)C=1NC2=CC=CC(=C2C1)OC)=O)C[C@H]1C(NCC1)=O N-((S)-1-(2-(2-Cyanoacetyl)-2-(((S)-2-oxopyrrolidin-3-yl)methyl)hydrazineyl)-4-methyl-1-oxopentan-2-yl)-4-methoxy-1H-indole-2-carboxamide